4-(2-dimethylaminoethyl)[1,3]-dioxolane CN(CCC1OCOC1)C